(S)-1-(6-Oxo-5-(trifluoromethyl)-1,6-dihydropyridin-3-yl)propan-2-yl (1-(5-(trifluoromethyl)pyrimidin-2-yl)azetidin-3-yl)carbamate FC(C=1C=NC(=NC1)N1CC(C1)NC(O[C@H](CC1=CNC(C(=C1)C(F)(F)F)=O)C)=O)(F)F